Methyl-2-(5-bromo-6-(tert-butoxycarbonyl)pyridin-2-yl)-1,2,3,4-tetrahydroisoquinoline-8-carboxylate COC(=O)C=1C=CC=C2CCN(CC12)C1=NC(=C(C=C1)Br)C(=O)OC(C)(C)C